OCCNS(=O)(=O)N1C[C@@H]2[C@H](C1)CC(C2)NC2=C1C(=NC=C2C=2[Se]C(=CN2)C(C)O)NC=C1 (3aR,5s,6aS)-N-(2-hydroxyethyl)-5-((5-(5-(1-hydroxyethyl)-1,3-selenazol-2-yl)-1H-pyrrolo[2,3-b]pyridin-4-yl)amino)hexahydrocyclopenta[c]pyrrole-2(1H)-sulfonamide